N-(4-(naphthalene-2-yl)phenyl)-[1,1':2',1''-terphenyl]-4'-amine C1=C(C=CC2=CC=CC=C12)C1=CC=C(C=C1)NC=1C=C(C(=CC1)C1=CC=CC=C1)C1=CC=CC=C1